OC1=C(C(OC1=O)CCC(=O)O)C1=CC=CC=C1 3-(4-hydroxy-5-oxo-3-phenyl-2,5-dihydro-2-furanyl)propanoic acid